FC(CC=1N(C=C(N1)CC1=C(C=NC=C1)F)COCC[Si](C)(C)C)(F)F 2,2,2-trifluoro-1-(4-((3-fluoropyridin-4-yl)methyl)-1-((2-(trimethyl-silyl)ethoxy)methyl)-1H-imidazol-2-yl)ethan